[Si](C)(C)(C(C)(C)C)OCCCCN(C(OC(C)(C)C)=O)C1=C(C=C(C(=C1)F)S(N(C1=NC=NS1)CC1=C(C=C(C=C1)OC)OC)(=O)=O)Cl tert-butyl (4-((tert-butyldimethylsilyl)oxy)butyl)(2-chloro-4-(N-(2,4-dimethoxybenzyl)-N-(1,2,4-thiadiazol-5-yl)sulfamoyl)-5-fluorophenyl)carbamate